C(C1=CC=CC=C1)N1CC2CCC(C1)C2C2=CC=C(C=C2)C2=CC(=CC1=CC(=CC=C21)C2=CC=C(C=C2)C(F)(F)F)C(=O)OCC Ethyl 4-(4-(3-benzyl-3-azabicyclo[3.2.1]octan-8-yl)phenyl)-7-(4-(trifluoromethyl)phenyl)-2-naphthoate